Pentamethylcyclopentadienyl-dimethyl-(1-tert-butyl-6,6-dimethyl-1,5,6,7-tetrahydro-s-indacenyl)hafnium CC1=C(C(=C(C1([Hf](C1(C=CC2=CC=3CC(CC3C=C12)(C)C)C(C)(C)C)(C)C)C)C)C)C